7-(5-amino-3-fluoro-2-pyridinyl)-2,7-diazaspiro[3.5]nonane-2-carboxylic acid tert-butyl ester C(C)(C)(C)OC(=O)N1CC2(C1)CCN(CC2)C2=NC=C(C=C2F)N